(3R,4R)-1-cyclohexyl-4-{[5-(2,4-difluoro-phenyl)-isoxazole-3-carbonyl]-amino}-piperidine-3-carboxylic acid (tetrahydro-furan-3-ylmethyl)-amide O1CC(CC1)CNC(=O)[C@@H]1CN(CC[C@H]1NC(=O)C1=NOC(=C1)C1=C(C=C(C=C1)F)F)C1CCCCC1